CC1=NC=CC(=C1)C1=CC=2C=NC(=CC2N1)NC(=O)C1CC1 N-(2-(2-Methylpyridin-4-yl)-1H-pyrrolo[3,2-c]pyridin-6-yl)cyclopropanecarboxamide